(E)-N-(4-(5-hydroxy-3-methoxy-2-(3-methylbut-2-en-1-yl)styryl)-2-methoxyphenyl)carboxamide OC=1C=C(C(=C(/C=C/C2=CC(=C(C=C2)NC=O)OC)C1)CC=C(C)C)OC